(R)-4-(4-((7-ethyl-6-oxo-5,6-dihydro-1,5-naphthyridin-3-yl)methyl)-3-(hydroxymethyl)piperazin-1-yl)-2-fluoro-aza-methylbenzamide C(C)C=1C(NC=2C=C(C=NC2C1)CN1[C@H](CN(CC1)C1=C(C(=C(C(=O)N)C=C1)F)N)CO)=O